FC(C1=CC=CC(=N1)NC(=O)[C@@H]1CC12CCN(CC2)C(=O)OC(C(F)(F)F)C(F)(F)F)(F)F |r| 1,1,1,3,3,3-Hexafluoropropan-2-yl (±)-1-((6-(trifluoromethyl)pyridin-2-yl)carbamoyl)-6-azaspiro[2.5]octan-6-carboxylat